1-(4-bromophenyl)prop-2-yn-1-ol BrC1=CC=C(C=C1)C(C#C)O